(2-aminoethylamino)-2-(2,6-dioxo-3-piperidyl)isoindoline-1,3-dione NCCNC1=C2C(N(C(C2=CC=C1)=O)C1C(NC(CC1)=O)=O)=O